CC=1C=CC=C2C(NC(=NC12)CSC1CCN(CC1)CCNC(C1=NC=CC=C1)=O)=O N-(2-(4-(((8-Methyl-4-oxo-3,4-dihydroquinazolin-2-yl)methyl)thio)piperidin-1-yl)ethyl)picolinamide